cyclopropyl(3-(2-morpholino-7-phenyl-6,7-dihydro-5H-pyrrolo[2,3-d]pyrimidin-4-yl)pyrrolidin-1-yl)methanone C1(CC1)C(=O)N1CC(CC1)C=1C2=C(N=C(N1)N1CCOCC1)N(CC2)C2=CC=CC=C2